C(CCCCCCCCCCCCCCCCCCCCC)OC1=C(C=CC(=C1)OCCCCCCCCCCCCCCCCCCCCCC)CCC(=O)O 3-(2,4-bis(docosyloxy)phenyl)propanoic acid